N-[(1R)-1-(1-Naphthyl)ethyl]-3-(4-piperidyl)benzamide hydrochloride salt Cl.C1(=CC=CC2=CC=CC=C12)[C@@H](C)NC(C1=CC(=CC=C1)C1CCNCC1)=O